C(=O)O.NC1=CN=NC2=CC(=CC=C12)C=1C(=CC(=C(C1)B(O)O)C)C=1SC=CN1 [5-(4-AMINOCINNOLIN-7-YL)-2-METHYL-4-THIAZOL-2-YL-PHENYL]BORONIC ACID FORMIC ACID SALT